C(C)(C)(C)OC(=O)N1CCC(CC1)C1=C2C=CN(C2=CC=C1F)[Si](C(C)C)(C(C)C)C(C)C 4-(5-fluoro-1-triisopropylsilyl-indol-4-yl)piperidine-1-carboxylic acid tert-butyl ester